4-((3R,4R)-1-((2,2-difluorocyclopropyl)methyl)-4-((5,7-dimethyl-1H-indol-4-yl)oxy)piperidin-3-yl)benzoic acid FC1(C(C1)CN1C[C@H]([C@@H](CC1)OC1=C2C=CNC2=C(C=C1C)C)C1=CC=C(C(=O)O)C=C1)F